(R)-4-(2-bromothiazolo[5,4-d]pyrimidin-7-yl)-3-methylmorpholine BrC=1SC=2N=CN=C(C2N1)N1[C@@H](COCC1)C